FC(OC1=C(C=C(C=C1)C1(CC1)C#N)OC)F 1-[4-(difluoromethoxy)-3-methoxy-phenyl]cyclopropanecarbonitrile